N1(CCOCC1)CCONC(=O)[C@H]1N2C(N([C@H](CC1)C2)OS(=O)(=O)O)=O.[Na] Sodium (2S,5R)-N-[2-(morpholin-4-yl)ethoxy]-7-oxo-6-(sulfooxy)-1,6-diazabicyclo[3.2.1]octane-2-carboxamide